2-(1-([1,1'-biphenyl]-4-yl)ethyl)-4,5-dimethyl-1H-imidazole C1(=CC=C(C=C1)C(C)C=1NC(=C(N1)C)C)C1=CC=CC=C1